1-hydroxy-4-((5-(5-(trifluoromethyl)pyridin-2-yl)oxazol-2-yl)amino)pyridin-2(1H)-one ON1C(C=C(C=C1)NC=1OC(=CN1)C1=NC=C(C=C1)C(F)(F)F)=O